N-fluoroformiminosulfur difluoride FN=C[S](F)F